P(=O)(OCC)(OCC)OCC1=CC(=C(C(=C1)C(C)(C)C)O)C(C)(C)C diethyl (3,5-di-tert-butyl-4-hydroxybenzyl) phosphate